N-octadecyl-2-methyl-3-tetrahydropyranyloxypyridin-4-one C(CCCCCCCCCCCCCCCCC)N1C(=C(C(C=C1)=O)OC1OCCCC1)C